C(CCCCCCC)(=O)[O-].C(CCCCCCC)(=O)[O-].C(CCCCCCC)(=O)[O-].C(CCC)[Sn+3] butyltin tris-octanoate